ClC1=CC=C2NC=3CC(CC(C3C(C2=C1)=O)=O)C1=CC=C(C=C1)C 7-chloro-3-(p-tolyl)-3,4-dihydroacridine-1,9(2H,10H)-dione